C(C=C)[C@H](C(=O)OC(C)(C)C)CCCCCCBr tert-butyl (R)-2-allyl-8-bromooctanoate